NCC=1OC2=C(C1)C=C(C(=C2C(=O)OC)O)Cl methyl 2-(aminomethyl)-5-chloro-6-hydroxybenzofuran-7-carboxylate